8-((5-(Trifluoromethyl)pyridin-2-yl)amino)imidazo[1,2-a]pyrazine-6-carbonitrile FC(C=1C=CC(=NC1)NC=1C=2N(C=C(N1)C#N)C=CN2)(F)F